CC1=CC=C(C=C1)S(=O)(=O)O.NC/C(/COC1=CC2=C(N=C(O2)NCC2=CC(=CC=C2)OC)C=C1)=C\F (E)-6-((2-(amino-methyl)-3-fluoro-allyl)oxy)-N-(3-methoxybenzyl)-benzo[d]oxazol-2-amine 4-methyl-benzenesulfonate